4-(ethoxycarbonylmethyl)piperazine C(C)OC(=O)CN1CCNCC1